2-(3-diphenylphosphorylcarbonyl-2,4,6-trimethyl-anilino)-2-oxo-acetic acid ethyl ester C(C)OC(C(=O)NC1=C(C(=C(C=C1C)C)C(=O)P(=O)(C1=CC=CC=C1)C1=CC=CC=C1)C)=O